2-{4'-(pyridin-3-yl)-biphenyl-4-yl}-4,6-di(naphthalen-1-yl)-benzoxazole N1=CC(=CC=C1)C1=CC=C(C=C1)C1=CC=C(C=C1)C=1OC2=C(N1)C(=CC(=C2)C2=CC=CC1=CC=CC=C21)C2=CC=CC1=CC=CC=C21